8-chloro-7-[(4-fluoro-2-methyl-3H-benzimidazol-5-yl)oxy]-2-(1-tetrahydropyran-2-ylpyrazol-4-yl)quinoxaline ClC=1C(=CC=C2N=CC(=NC12)C=1C=NN(C1)C1OCCCC1)OC1=C(C2=C(N=C(N2)C)C=C1)F